(S)-N-(2-(azetidin-3-yl)ethyl)-7-(8-chloronaphthalen-1-yl)-N-methyl-2-((1-methylpyrrolidin-2-yl)methoxy)-5,6,7,8-tetrahydropyrido[3,4-d]pyrimidin-4-amine N1CC(C1)CCN(C=1C2=C(N=C(N1)OC[C@H]1N(CCC1)C)CN(CC2)C2=CC=CC1=CC=CC(=C21)Cl)C